C(C)(C)(C)OC(=O)N1C[C@@H](CC1)C(NC1=NN(C2=CC=C(C=C12)C1=C(C=C(C(=C1)C(=O)OC)N)Cl)C(C1=CC=CC=C1)(C1=CC=CC=C1)C1=CC=CC=C1)=O (3R)-3-({5-[4-amino-2-chloro-5-(methoxycarbonyl)phenyl]-1-trityl-1H-indazol-3-yl}carbamoyl)pyrrolidine-1-carboxylic acid tert-butyl ester